(3-(6-bromopyrrolo[2,1-f][1,2,4]triazin-4-yl)-3,8-diazabicyclo[3.2.1]oct-8-yl)((1s,2r)-2-fluorocyclopropyl)methanone BrC=1C=C2C(=NC=NN2C1)N1CC2CCC(C1)N2C(=O)[C@H]2[C@@H](C2)F